4-[3-(1-methyl-4-piperidinyl)-2-oxo-1,3-benzoxazol-6-yl]-N-(4-phenylbutyl)piperidine-1-carboxamide CN1CCC(CC1)N1C(OC2=C1C=CC(=C2)C2CCN(CC2)C(=O)NCCCCC2=CC=CC=C2)=O